1-ethyl-N-(3-methylquinolin-8-yl)-1H-imidazole-2-sulfonamide C(C)N1C(=NC=C1)S(=O)(=O)NC=1C=CC=C2C=C(C=NC12)C